NC[C@@]1([C@@H]2CCN(C[C@H]12)C1=CN=C2C(=N1)NN=C2C2=CC(=C(C(=O)N)C=C2)C)C2=C(C=CC=C2)F 4-(6-((1S,6R,7R)-7-(aminomethyl)-7-(2-fluorophenyl)-3-azabicyclo[4.1.0]heptan-3-yl)-1H-pyrazolo[3,4-b]pyrazin-3-yl)-2-methylbenzamide